CC(COC(CCCCCCCCCCC\C=C/CCCCCCCC)=O)CCCC(CC)C.CN(C1=CC(=C(C=C1)OC)NC([C@@H](N(CCC)CCC)CC(C)C)=O)C1=CC(OC2=CC=CC=C12)=O 4-(N-methyl-N-(3-(N,N-dipropyl-L-leucinylamino)-4-methoxyphenyl)-amino)coumarin 2,6-dimethyloctan-1-yl-erucate